ClC1=C(C=CC=C1C1=C(C(=NC=C1)C1=CC(=C(C(=C1)OC)CNCC(C)C)F)Cl)C1=CC=C(C(=N1)OC)CNC[C@@H]1CCC(N1)=O (S)-5-((((6-(2-Chloro-3-(3-chloro-2-(3-fluoro-4-((isobutylamino)methyl)-5-methoxyphenyl)pyridin-4-yl)phenyl)-2-methoxypyridin-3-yl)methyl)amino)methyl)pyrrolidin-2-one